{3-[(1R,2S,3S,5S)-3-amino-2-fluoro-8-azabicyclo[3.2.1]octan-8-yl]-7-(3,4-dichloro-2-methyl-2H-indazol-5-yl)-5H-pyrrolo[2,3-b]pyrazin-2-yl}methanol N[C@@H]1[C@@H]([C@H]2CC[C@@H](C1)N2C2=C(N=C1C(=N2)NC=C1C1=C(C2=C(N(N=C2C=C1)C)Cl)Cl)CO)F